CS(=O)(=O)CC=1OC(=CN1)C(=O)N 2-(methylsulfonylmethyl)oxazole-5-carboxamide